CC1=CC=C(C=C1)N(CCO)CCO p-tolyldiethanolamine